(3R)- or (3S)-3-isopropyl-2,5-dimethoxy-3,6-dihydro-pyrazine C(C)(C)[C@@H]1C(=NCC(=N1)OC)OC |o1:3|